1,1'-di-tert-butylphosphinoferrocene C(C)(C)(C)P[C-]1C=CC=C1.[C-]1(C=CC=C1)PC(C)(C)C.[Fe+2]